2-(2,2,7-trifluoro-3-oxo-6-(2,3,4,6-tetrafluoro-5-methylphenyl)-2,3-dihydro-4H-benzo[b][1,4]oxazin-4-yl)acetic acid FC1(C(N(C2=C(O1)C=C(C(=C2)C2=C(C(=C(C(=C2F)C)F)F)F)F)CC(=O)O)=O)F